N-((1r,4r)-4-(3-chloro-4-cyanophenoxy)cyclohexyl)-6-(4-((4-((2-(2,6-Dioxopiperidin-3-yl)-1-oxoisoindoline-5-yl)methyl)piperidin-1-yl)methyl)piperidin-1-yl)pyridazine ClC=1C=C(OC2CCC(CC2)N2NC=CC=C2N2CCC(CC2)CN2CCC(CC2)CC=2C=C3CN(C(C3=CC2)=O)C2C(NC(CC2)=O)=O)C=CC1C#N